8-chloro-3-(3-(4-hydroxy-4-(3-(trifluoromethyl)phenyl)piperidin-1-yl)-3-oxopropyl)-3,5-dihydro-4H-pyrimido[5,4-b]indol-4-one ClC1=CC=2C3=C(NC2C=C1)C(N(C=N3)CCC(=O)N3CCC(CC3)(C3=CC(=CC=C3)C(F)(F)F)O)=O